BrCC=1N=COC1C(C)C 4-(bromomethyl)-5-isopropyl-oxazole